C(C1=CC=CC=C1)(=O)N[C@@H](CCCNC(N)=N)C(=O)O Nα-benzoyl-L-arginine